ClC1=C(CN2C=3N(C4=CC=CC=C4C2=O)C=C(N3)C(=O)S3CCNCC3)C=CC=C1 4-(2-chlorobenzyl)-2-(thiomorpholine-1-carbonyl)Imidazo[1,2-a]quinazolin-5(4H)-one